{[8-bromo-2-(methanesulfonyl)pyrazolo[1,5-a][1,3,5]triazin-4-yl]amino}acetonitrile BrC=1C=NN2C1N=C(N=C2NCC#N)S(=O)(=O)C